tert-butyl 7-(4-(N-(6-((7-nitrobenzo[c][1,2,5]oxadiazol-4-yl)amino)hexanoyl)-N-(pyridin-2-ylmethyl)sulfamoyl)benzamido)heptanoate [N+](=O)([O-])C1=CC=C(C=2C1=NON2)NCCCCCC(=O)N(S(=O)(=O)C2=CC=C(C(=O)NCCCCCCC(=O)OC(C)(C)C)C=C2)CC2=NC=CC=C2